5-(2,6-Dibromo-4-nitrophenoxy)pyridin-2(1H)-one BrC1=C(OC=2C=CC(NC2)=O)C(=CC(=C1)[N+](=O)[O-])Br